FC=1C(C(C(C(C1)(C(CC(C#CC)=O)=O)F)(F)F)(F)F)(S(=O)(=O)C(F)(F)F)F heptafluoro-1-(4-((trifluoromethyl)sulfonyl)phenyl)-hex-4-yne-1,3-dione